4-fluoro-2-(5-(((1S,5R)-2-fluoro-8-azabicyclo[3.2.1]octan-3-yl)(methyl)amino)pyrazin-2-yl)-5-(6-methoxypyrimidin-4-yl)phenol FC1=CC(=C(C=C1C1=NC=NC(=C1)OC)O)C1=NC=C(N=C1)N(C)C1C([C@@H]2CC[C@H](C1)N2)F